C(=O)[O-].C(=O)O.C1(=CC=CC=C1)S(=O)(=O)O.[Na+] sodium benzenesulfonate diformate